[Cl-].CO[Ti+3].[Cl-].[Cl-] methoxytitanium chloride